CS(=O)(=O)OC[C@@H]1CN(CC1)C(=O)OCC1=CC=CC=C1 benzyl (3S)-3-(methylsulfonyloxymethyl)pyrrolidine-1-carboxylate